Ethyl 1-(7-(4-acetoxy benzyl)-6-oxo-6,7-dihydro-1H-purin-2-yl)-1H-pyrazole-4-carboxylate C(C)(=O)OC1=CC=C(CN2C=NC=3N=C(NC(C23)=O)N2N=CC(=C2)C(=O)OCC)C=C1